4-(5-(4-methyl-1H-imidazol-1-yl)benzo[d]oxazol-2-yl)picolinic acid ethyl ester C(C)OC(C1=NC=CC(=C1)C=1OC2=C(N1)C=C(C=C2)N2C=NC(=C2)C)=O